N-((1S)-2-((2-(4-(4-cyanobenzyl)-2-oxoimidazolidin-1-yl)-2-(methylcarbamoyl)-2,3-dihydro-1H-inden-5-yl)amino)-1-cyclohexyl-2-oxoethyl)-1-methyl-1H-pyrazole-5-carboxamide C(#N)C1=CC=C(CC2NC(N(C2)C2(CC3=CC=C(C=C3C2)NC([C@H](C2CCCCC2)NC(=O)C2=CC=NN2C)=O)C(NC)=O)=O)C=C1